C(C)OC(=O)C=1N(C2(C(C1C(=O)OCC)C1=CC=CC=C1)C(=NN(C2=O)C2=CC=CC=C2)C)CC2=CC(=CC=C2)F.NCCN2CCSCC2 4-(2-aminoethyl)thiomorpholine diethyl-1-(3-fluorobenzyl)-6-methyl-9-oxo-4,8-diphenyl-1,7,8-triazaspiro[4.4]non-2,6-diene-2,3-dicarboxylate